(R,Z)-2-(3-((3-fluoropiperidin-4-ylidene)methyl)-1,2,4-triazin-6-yl)-5-(1H-imidazol-1-yl)phenol F[C@H]\1CNCC/C1=C/C=1N=NC(=CN1)C1=C(C=C(C=C1)N1C=NC=C1)O